vinyl-boronic acid C(=C)B(O)O